CN1CCC(CC1)NC(=O)C12CC3CC(CC(C1)C3)C2 Adamantane-1-carboxylic acid (1-methyl-piperidin-4-yl)-amide